C(N)(O[C@@H]1[C@@H](C2=C(C=CC=C2CC1)F)OCOC)=O (1R,2S)-8-fluoro-1-(methoxymethoxy)-1,2,3,4-tetrahydronaphthalen-2-yl carbamate